FC=1C(=CC(=NC1)OC)[C@H](C(=O)N1C[C@@]2(CC1)NC1=NC(=C(C=C1CC2)C=2N=NN(N2)C)C)C (2R)-2-(5-fluoro-2-methoxypyridin-4-yl)-1-[(2R)-7-methyl-6-(2-methyl-2H-tetrazol-5-yl)-3,4-dihydro-1H-spiro[1,8-naphthyridine-2,3'-pyrrolidin]-1'-yl]propan-1-one